C[Ru](C1C=CC=C1)(CC)C1C=CC=C1 Methyl-cyclopentadienyl-ethyl-cyclopentadienyl-ruthenium